4-(6-Bromoimidazo[1,2-a]pyridin-3-yl)-N-(6-((4-methylpiperazin-1-yl)methyl)pyridin-3-yl)pyrimidin-2-amine BrC=1C=CC=2N(C1)C(=CN2)C2=NC(=NC=C2)NC=2C=NC(=CC2)CN2CCN(CC2)C